2-(5-bromo-1-methyl-1H-imidazol-2-yl)-6-chloro-3-(ethylsulfanyl)pyridine Tert-butyl-(cis)-2,6-dimethylpiperazine-1-carboxylate C(C)(C)(C)OC(=O)N1[C@H](CNC[C@H]1C)C.BrC1=CN=C(N1C)C1=NC(=CC=C1SCC)Cl